11-methyl-2,3,4,5,10,11-hexahydro-1H-dibenzo[b,e][1,4]diazepin-1-one CC1C2=C(NC3=C(N1)C=CC=C3)CCCC2=O